1,1,1,2,2-pentafluoropentane FC(C(CCC)(F)F)(F)F